6-bromo-2H-naphtho[1,8-bc]thiophen-2-one BrC1=CC=C2SC(C3=C2C1=CC=C3)=O